FC=1C=CC(=C(C=O)C1)OCCF 5-fluoro-2-(2-fluoroethoxy)benzaldehyde